C1(CC1)C1=CC(=NN1C1OCCCC1)NC1=CC2=C(C(=NO2)NS(=O)(=O)C2=C(C=C(C=C2OC)C2OCCO2)OC)C=C1OC N-(6-{[5-cyclopropyl-1-(oxan-2-yl)-1H-pyrazol-3-yl]amino}-5-methoxy-1,2-benzoxazol-3-yl)-4-(1,3-dioxolan-2-yl)-2,6-dimethoxybenzene-1-sulfonamide